1,3,4-thiadiazole-2-sulfonamide S1C(=NN=C1)S(=O)(=O)N